dioctadecylmethylammonium tetrakis(perfluorophenyl)borate FC1=C(C(=C(C(=C1F)F)F)F)[B-](C1=C(C(=C(C(=C1F)F)F)F)F)(C1=C(C(=C(C(=C1F)F)F)F)F)C1=C(C(=C(C(=C1F)F)F)F)F.C(CCCCCCCCCCCCCCCCC)[NH+](C)CCCCCCCCCCCCCCCCCC